CC1=CC=C(C=C1)S(=O)(=O)OCC[C@H](C)O [(3S)-3-hydroxybutyl] 4-methylbenzene-sulfonate